p-(N-propyl-N-2-oxopropylsulfamoyl)benzoic acid C(CC)N(S(=O)(=O)C1=CC=C(C(=O)O)C=C1)CC(C)=O